2-aminoethyl methanesulfonate CS(=O)(=O)OCCN